N(=C=O)CC12CCC(CC1)(C2)CN=C=O 1,4-bis(isocyanatomethyl)-norbornane